C(C1=CC=CC=C1)(=O)O.O1CC(C1)=O (3-oxetanone) benzoate